FC1=C2C=NC=NC2=C(C=C1)F 5,8-difluoroquinazoline